N[C@@H](CC1=CC=CC=C1)C(=O)N[C@@H](C)C(=O)N[C@@H](CCCCN)C(=O)N[C@@H](C)C(=O)N[C@@H](CC(C)C)C(=O)N[C@@H](CCCCN)C(=O)N[C@@H](C)C(=O)N[C@@H](CC(C)C)C(=O)N[C@@H](CC(C)C)C(=O)N[C@@H](CCCCN)C(=O)N[C@@H](C)C(=O)N[C@@H](CC(C)C)C(=O)N[C@@H](CCCCN)C(=O)N[C@@H](C)C(=O)N[C@@H](CC(C)C)C(=O)N |&1:1,&2:12,&3:17,&4:26,&5:31,&6:39,&7:48,&8:53,&9:61,&10:69,&11:78,&12:83,&13:91,&14:100,&15:105| DL-phenylalanyl-DL-alanyl-DL-lysyl-DL-alanyl-DL-leucyl-DL-lysyl-DL-alanyl-DL-leucyl-DL-leucyl-DL-lysyl-DL-alanyl-DL-leucyl-DL-lysyl-DL-alanyl-DL-leucinamide